2-(1-Cyclopropyl-2-hydroxy-2-methylpropyl)-7-(2-(6-methyl-[1,3]dioxolo[4,5-b]pyridin-7-yl)ethyl)isoindolin-1-one C1(CC1)C(C(C)(C)O)N1C(C2=C(C=CC=C2C1)CCC1=C2C(=NC=C1C)OCO2)=O